p-tert-butylcyclohexyl-formic acid C(C)(C)(C)C1CCC(CC1)C(=O)O